1-[6-[4-(benzyloxymethyl)cyclohexen-1-yl]-1-methyl-indazol-3-yl]hexahydropyrimidine-2,4-dione C(C1=CC=CC=C1)OCC1CC=C(CC1)C1=CC=C2C(=NN(C2=C1)C)N1C(NC(CC1)=O)=O